(1r,4r)-4-amino-N,N-dimethylcyclohexane-1-carboxamide NC1CCC(CC1)C(=O)N(C)C